6-(3-isopropyl-5-(1-(oxetan-3-yl)piperidin-4-yl)-1H-indol-2-yl)-5,8-dimethyltetrazolo[1,5-a]pyridine C(C)(C)C1=C(NC2=CC=C(C=C12)C1CCN(CC1)C1COC1)C=1C=C(C=2N(C1C)N=NN2)C